N-{2-[(4aS,5aR)-5,5-difluoro-5a-methyl-1H,4H,4aH,6H-cyclopropa[f]indazol-3-yl]-1H-indol-6-yl}-N-methylpiperidine-4-carboxamide FC1([C@H]2CC=3C(=NNC3C[C@]21C)C=2NC1=CC(=CC=C1C2)N(C(=O)C2CCNCC2)C)F